5-chloro-2-([(3S,4R)-3-hydroxy-1-methanesulfonylpiperidin-4-yl]amino)-7-(3-methylbutan-2-yl)pyrrolo[2,1-f][1,2,4]triazine-6-carbonitrile ClC=1C(=C(N2N=C(N=CC21)N[C@H]2[C@H](CN(CC2)S(=O)(=O)C)O)C(C)C(C)C)C#N